N1NCCCCCC1 Diazocan